OB(CCCC[C@]1(NC[C@H](C1)O)C(=O)O)O (2r,4s)-2-(4-dihydroxyboryl-butyl)-4-hydroxypyrrolidine-2-carboxylic acid